CNC1CC1 Methylcyclopropylamine